C(OCC)(OC(C)CC(C)NC(C1=CC=CC=C1)=O)=O ethyl (4-benzoylaminopentan-2-yl) carbonate